calcium 7-(4-(4-(benzo[b]thiophen-4-yl)piperazin-1-yl)butoxy)-2-oxoquinolin-1(2H)-yl phosphate P(=O)(ON1C(C=CC2=CC=C(C=C12)OCCCCN1CCN(CC1)C1=CC=CC=2SC=CC21)=O)([O-])[O-].[Ca+2]